1-(4-(5-(4-(Isopropylamino)-6-(1H-pyrazol-4-yl)quinolin-3-yl)isoxazol-3-yl)piperidin-1-yl)ethan-1-one C(C)(C)NC1=C(C=NC2=CC=C(C=C12)C=1C=NNC1)C1=CC(=NO1)C1CCN(CC1)C(C)=O